benzyl-(2-chloroethyl)-dimethylammonium C(C1=CC=CC=C1)[N+](C)(C)CCCl